FC(C(=O)O)(F)F.C(C1=CC=CC=C1)N1C[C@H](CC1)N(C=1C(=CC(=NC1)S(=O)(=O)NC1=NC(=CC=C1)F)C)C (S)-5-((1-Benzylpyrrolidin-3-yl)(methyl)amino)-N-(6-fluoropyridin-2-yl)-4-methylpyridine-2-sulfonamide trifluoroacetate